C(#N)[C@H]1N(CSC1)C(CNC(=O)C1=CC=NC2=CC=C(C=C12)N1CC(C1)F)=O (R)-N-(2-(4-Cyanothiazolidin-3-yl)-2-oxoethyl)-6-(3-fluoroazetidin-1-yl)quinoline-4-carboxamide